BrC=1C(=NC(=NC1)C(CCC)=O)C 1-(5-bromo-4-methylpyrimidin-2-yl)butan-1-one